5-((2-fluorophenoxy)methyl)-2-methylbenzofuran-3-carboxylic acid FC1=C(OCC=2C=CC3=C(C(=C(O3)C)C(=O)O)C2)C=CC=C1